{1-[1-(cyclohexylsulfonyl)piperidin-4-yl]-3-[4-(7H-pyrrolo[2,3-d]pyrimidin-4-yl)-1H-pyrazol-1-yl]azetidin-3-yl}acetonitrile C1(CCCCC1)S(=O)(=O)N1CCC(CC1)N1CC(C1)(N1N=CC(=C1)C=1C2=C(N=CN1)NC=C2)CC#N